(4-cyclopropyl-1H-imidazol-1-yl)-N-(2,4-dimethoxybenzyl)-5-nitrobenzene-sulfonamide C1(CC1)C=1N=CN(C1)C1=C(C=C(C=C1)[N+](=O)[O-])S(=O)(=O)NCC1=C(C=C(C=C1)OC)OC